2-AMINO-5-CHLORo-N,3-DIMETHYLBENZAMID NC1=C(C(=O)NC)C=C(C=C1C)Cl